COC1=CC=C(C(=O)C2=CC=C(C=C2)N(C)C)C=C1 4-methoxy-4'-dimethylaminobenzophenone